C(C)(C)(C)OC(=O)N1CCN(CC1)C1=CC=C(C=C1)\C(=C/C(=O)OCC)\C 4-[4-[(Z)-3-ethoxy-1-methyl-3-oxo-prop-1-enyl]phenyl]piperazine-1-carboxylic acid tert-butyl ester